COC1=NC(=NC=C1C(CC)=O)C1=CC=CC=C1 1-(4-methoxy-2-phenylpyrimidin-5-yl)propan-1-one